Diethyleneglycol monovinyl ether C(=C)OCCOCCO